ClC=1C=C(C=CC1)[C@@H]1[C@H](C1)C(=O)NC1=CC(=NC=N1)NCC=1N=C2N(C=C(C=C2C(=O)N)C2CC2)C1 2-(((6-((1S,2S)-2-(3-chlorophenyl)cyclopropane-1-carboxamido)pyrimidin-4-yl)amino)methyl)-6-cyclopropyl-imidazo[1,2-a]pyridine-8-carboxamide